ClC=1N=C(SC1)C=1N=NN(C1)[C@@H]1[C@H]([C@@H](SC2=CC(=C(C=C2)Cl)Cl)O[C@@H]([C@@H]1O)CO)O 3,4-dichlorophenyl 3-deoxy-3-[4-(4-chloro-thiazol-2-yl)-1H-1,2,3-triazol-1-yl]-1-thio-alpha-D-galactopyranoside